(S)-N-(1-(4-bromophenyl)-2,2,2-trifluoroethyl)-4-(1,3-dioxoisoindolin-2-yl)cyclohexane-1-carboxamide BrC1=CC=C(C=C1)[C@@H](C(F)(F)F)NC(=O)C1CCC(CC1)N1C(C2=CC=CC=C2C1=O)=O